2,2-dimethoxy-1-(3-triethoxysilylpropyl)-1-aza-2-silacyclopentane CO[Si]1(N(CCC1)CCC[Si](OCC)(OCC)OCC)OC